Racemic-6-(3-(2-(5-methoxy-1-methyl-3,4-dihydroisoquinolin-2(1H)-yl)acetyl)-3,8-diazabicyclo[3.2.1]octan-8-yl)nicotinonitrile COC1=C2CCN(C(C2=CC=C1)C)CC(=O)N1CC2CCC(C1)N2C2=NC=C(C#N)C=C2